BrC1=CC=C2C(=NNC2=C1)\C=C\C1=NC=CC=C1 (E)-6-bromo-3-(2-(pyridin-2-yl)vinyl)-1H-indazole